Tert-butyl 4-(4-cyano-2,6-dimethylphenoxy)-2-((4-cyanophenyl)amino)-8,9-dihydro-5H-pyrimido[4,5-d]azepine-7(6H)-carboxylate C(#N)C1=CC(=C(OC2=NC(=NC=3CCN(CCC32)C(=O)OC(C)(C)C)NC3=CC=C(C=C3)C#N)C(=C1)C)C